COC(C1=C(C=CC(=C1)F)SCC1=CC=C(C=C1)OC)=O 5-fluoro-2-[(4-methoxyphenyl)methylthio]benzoic acid methyl ester